Cl.ClCCN1CCCC1 1-(2-chloroethyl)pyrrolidine hydrochloride salt